tetramethylcyclopentadienyl-dimethylsilyl-(2-methyl-4-(4-tertbutylphenyl)-1,5,6,7-tetrahydro-s-indacen-1-yl)zirconium dichloride [Cl-].[Cl-].CC1=C(C(=C(C1[Si](C)(C)[Zr+2]C1C(=CC2=C(C=3CCCC3C=C12)C1=CC=C(C=C1)C(C)(C)C)C)C)C)C